(R)-2-(9-(4-fluorophenyl)-6-oxaspiro[4.5]decan-9-yl)acetonitrile FC1=CC=C(C=C1)[C@@]1(CCOC2(CCCC2)C1)CC#N